ClC1=C(N(C(C2=C(C=CC=C12)C1=NNC(=C1)C)=O)C1=CC=CC=C1)[C@H](C)NC=1C2=C(N=CN1)NC=CC2=O (S)-4-((1-(4-chloro-8-(5-methyl-1H-pyrazol-3-yl)-1-oxo-2-phenyl-1,2-dihydroisoquinolin-3-yl)ethyl)amino)pyrido[2,3-d]pyrimidin-5(8H)-one